C1(=CC=CC2=CC=CC=C12)C(C)N=C=O 1-(1-naphthyl)ethyl isocyanate